(11R)-6-(2,6-Dimethylphenyl)-11-(3-hydroxy-3-methyl-butyl)-7-methyl-2,2-dioxo-9-oxa-2λ6-thia-3,5,12,19-tetrazatricyclo[12.3.1.14,8]nonadeca-1(18),4(19),5,7,14,16-hexaen-13-one CC1=C(C(=CC=C1)C)C1=NC=2NS(C=3C=CC=C(C(N[C@@H](COC(=C1C)N2)CCC(C)(C)O)=O)C3)(=O)=O